C(C1=CC=CC=C1)OC(=O)[C@H]1N([C@H]2C[C@]2(C1)C)C(CNC(C1=CC=C(C=C1)OC1CCCCC1)=O)=O (1S,3S,5S)-2-((4-(cyclohexyloxy)benzoyl)glycyl)-5-methyl-2-azabicyclo[3.1.0]hexane-3-carboxylic acid benzyl ester